4-[2-(3-nitro-1H-pyrazol-1-yl)ethyl]morpholine [N+](=O)([O-])C1=NN(C=C1)CCN1CCOCC1